(Z)-9-dodecenal C(CCCCCCC\C=C/CC)=O